4-Chloro-7-[4-(4-{4-[(4-{2-[(3S*)-2,6-dioxopiperidin-3-yl]-1-oxo-2,3-dihydro-1H-isoindol-5-yl}piperazin-1-yl)methyl]piperidin-1-yl}phenyl)piperidin-1-yl]-1H-indole-3-carbonitrile ClC1=C2C(=CNC2=C(C=C1)N1CCC(CC1)C1=CC=C(C=C1)N1CCC(CC1)CN1CCN(CC1)C=1C=C2CN(C(C2=CC1)=O)[C@@H]1C(NC(CC1)=O)=O)C#N |o1:45|